3-(6-Chloropyridin-3-yl)-N-(3-(5-methylpyridazin-4-yl)-1H-1,2,4-triazol-5-yl)propenamide ClC1=CC=C(C=N1)C=CC(=O)NC1=NC(=NN1)C1=CN=NC=C1C